(2S,4R)-1-((2-((2-bromo-[1,1'-biphenyl]-3-yl)methoxy)-4-methoxy-6-(pyridin-3-ylmethoxy)pyrimidin-5-yl)methyl)-4-hydroxypyrrole-2-carboxylic acid BrC1=C(C=CC=C1COC1=NC(=C(C(=N1)OC)CN1C(=CC(=C1)O)C(=O)O)OCC=1C=NC=CC1)C1=CC=CC=C1